ClC=1C=C2C3=C(N(C2=C(C1)C=1C(=NC(=CC1)F)F)CC(F)(F)F)C=NC=C3 6-Chloro-8-(2,6-difluoro-pyridin-3-yl)-9-(2,2,2-trifluoro-ethyl)-9H-pyrido[3,4-b]indole